[Pd].C1OC=2C=C(N)C=CC2O1 3,4-(methylenedioxy)aniline palladium